[Si](C)(C)(C(C)(C)C)OCC1=C(C(NC(N1COCC[Si](C)(C)C)=O)=O)C 6-{[(tert-butyldimethylsilyl)oxy]methyl}-5-methyl-1-{[2-(trimethylsilyl)ethoxy]methyl}-3H-pyrimidine-2,4-dione